ethoxy-7,7-dimethyl-9-phenyl-2-(trifluoromethyl)-7H-indeno[2,1-c]isoquinoline C(C)OC1=C2C3=C(N=CC2=CC=C1C(F)(F)F)C(C1=CC(=CC=C13)C1=CC=CC=C1)(C)C